ClC1=CC(=C(C=C1)C1=NC(=NC2=C1N=C(N(C2=O)C)C(F)(F)F)C2CC(OCC2)C2=NN(N=C2)C)F 8-(4-chloro-2-fluoro-phenyl)-3-methyl-6-[2-(2-methyltriazol-4-yl)tetrahydropyran-4-yl]-2-(trifluoromethyl)pyrimido[5,4-d]pyrimidin-4-one